trimethylbenzenebutanenitrile CC1=C(C(=C(C=C1)CCCC#N)C)C